FC(OC1=C(C=C(C=C1)C=1OC=C(N1)CO)OC(C)C)F (2-(4-(difluoromethoxy)-3-isopropoxyphenyl)oxazol-4-yl)methanol